(S)-N-(2-{2-Amino-2-[2-(benzo[d]isoxazol-3-yl)phenyl]ethyl}pyridin-3-yl)acetamide hydrochloride Cl.N[C@@H](CC1=NC=CC=C1NC(C)=O)C1=C(C=CC=C1)C1=NOC2=C1C=CC=C2